1,2,5-Trimethyl-4-[2-methyl-4-(4-methylimidazol-1-yl)phenyl]sulfonyl-2,3-dihydroquinoxaline CN1C(CN(C2=C(C=CC=C12)C)S(=O)(=O)C1=C(C=C(C=C1)N1C=NC(=C1)C)C)C